3,3-dimethyl-5-(2-((4-((methylsulfonyl)methyl)phenyl)amino)pyrimidin-4-yl)isoindolin-1-one CC1(NC(C2=CC=C(C=C12)C1=NC(=NC=C1)NC1=CC=C(C=C1)CS(=O)(=O)C)=O)C